5-(1-{[(3S)-6-butoxy-3-methyl-3,4-dihydro-2-naphthyl]Methyl}-3-azetidinyl)-1H-tetrazole C(CCC)OC=1C=C2C[C@@H](C(=CC2=CC1)CN1CC(C1)C1=NN=NN1)C